C1(CCCCC1)CN1CC2N(O[C@@H](C(N2[C@H](C1=O)CCCNC(=N)N)=O)CC(C)C)C(=O)NCC1=CC=NC=C1 (3R,6S)-8-(cyclohexylmethyl)-6-(3-guanidinopropyl)-3-isobutyl-4,7-dioxo-N-(pyridin-4-ylmethyl)hexahydropyrazino[2,1-c][1,2,4]oxadiazine-1(6H)-carboxamide